C(C=C(C(=O)[O-])CC(=O)[O-])(=O)[O-] ACONITAT